FC(S(=O)(=O)OC1=NC(=CC=C1F)C1CCC(CC1)=O)(F)F 3-fluoro-6-(4-oxocyclohexyl)pyridin-2-yl trifluoromethanesulfonate